5-[bis(thenyl)aminocarbonyloxy]dimethylaminobenzene C1(=CC=CS1)CN(C(=O)OC=1C=CC=C(C1)N(C)C)CC1=CC=CS1